C\C(=C/CN(CCC)CCC)\CCC=C(C)C (E)-3,7-dimethyl-N,N-dipropylocta-2,6-dien-1-amine